C(C)(=O)OC=1C=C2C(=CNC2=CC1)CCN(C(C)C)CC 3-(2-(ethyl (isopropyl) amino) ethyl)-1H-indol-5-yl acetate